(4-(6-((2,4-dichlorobenzofuran-7-yl)methoxy)pyridin-2-yl)cyclohex-3-en-1-yl)methane ClC=1OC2=C(C1)C(=CC=C2COC2=CC=CC(=N2)C2=CCC(CC2)C)Cl